(S)-N-(7-methoxy-4-(1-methyl-3-phenyl-1H-pyrazol-4-yl)quinazolin-6-yl)-1-methylazetidine-2-carboxamide COC1=C(C=C2C(=NC=NC2=C1)C=1C(=NN(C1)C)C1=CC=CC=C1)NC(=O)[C@H]1N(CC1)C